C(C)C=1C=CC(=C(C1)S(=O)(=O)NC1=NOC2=C1C(=CC(=C2)CN2N=C1C(CN(CC1)C(C#C)=O)=C2)OC)OC 5-ethyl-2-methoxy-N-(4-methoxy-6-((5-propioloyl-4,5,6,7-tetrahydro-2H-pyrazolo[4,3-c]pyridin-2-yl)methyl)benzo[d]isoxazol-3-yl)benzenesulfonamide